trans-1-((4-((S)-3-(3,5-difluorophenyl)isoxazolidine-2-carbonyl)cyclohexyl)methyl)-6-fluoro-1H-benzo[d]imidazole-5-carbonitrile FC=1C=C(C=C(C1)F)[C@H]1N(OCC1)C(=O)[C@@H]1CC[C@H](CC1)CN1C=NC2=C1C=C(C(=C2)C#N)F